O1S(OC(C1)C(=O)[O-])=O 1,3,2-dioxathiolane-4-carboxylate 2-oxide